C(CC\C=C/CCCCC)OC(CCCN(CCCC(=O)OCCC\C=C/CCCCC)CCCCN(CCO)CCCC(=O)OCCC\C=C/CCCCC)=O di((Z)-dec-4-en-1-yl)4,4'-((4-((4-((Z)-dec-4-en-1-yloxy)-4-oxobutyl)(2-hydroxyethyl)amino)butyl)azanediyl)dibutanoate